(3R,4S)-1-[3-(bromomethyl)benzenesulfonyl]-N-{7-[1-(1-ethoxyethyl)pyrazol-4-yl]-8-isopropoxy-[1,2,4]triazolo[1,5-c]pyrimidin-2-yl}-3-methylpiperidin-4-amine BrCC=1C=C(C=CC1)S(=O)(=O)N1C[C@H]([C@H](CC1)NC1=NN2C=NC(=C(C2=N1)OC(C)C)C=1C=NN(C1)C(C)OCC)C